3-amino-6-(8-chloroquinolin-6-yl)-N-(2-(2-oxopyrrolidin-1-yl)ethyl)-5-phenylpyrazine NC=1CN(C(=C(N1)C1=CC=CC=C1)C=1C=C2C=CC=NC2=C(C1)Cl)CCN1C(CCC1)=O